(S)-tert-butyl 2-(benzo[b]thiophene-2-carboxamido)-3-(4-hydroxyphenyl)propanoate S1C2=C(C=C1C(=O)N[C@H](C(=O)OC(C)(C)C)CC1=CC=C(C=C1)O)C=CC=C2